(3E,5E)-3,5-Bis((2-fluorophenyl)methylene)-4-piperidinone FC1=C(C=CC=C1)\C=C\1/CNC\C(\C1=O)=C/C1=C(C=CC=C1)F